C(C)(=O)O[C@@H]1CC2=CC[C@H]3[C@H]4[C@](CC[C@@H]3[C@]2(CC1)C)([C@H](CC4)[C@H](C)CCCC(C)(C)O)C (1R,3aS,3bS,7S,9aR,9bS,11aR)-1-[(2R)-6-hydroxy-6-methylhept-2-yl]-9a,11a-dimethyl-2,3,3a,3b,4,6,7,8,9,9a,9b,10,11,11a-tetradecahydro-1H-cyclopenta[1,2-i]phenanthrene-7-yl acetate